N-(4-(tert-butyl)phenyl)-2,6-di-methylaniline C(C)(C)(C)C1=CC=C(C=C1)NC1=C(C=CC=C1C)C